2-(2,3-dichlorophenyl)-4,4,5,5-tetramethyl-1,3,2-dioxaborolane ClC1=C(C=CC=C1Cl)B1OC(C(O1)(C)C)(C)C